FC1=CC=C(C=C1)N1N=CC2=C1C=C1CCN(C[C@]1(C2)C(=O)C2=NC=CC=C2)S(=O)(=O)C2=CC=C(C=C2)N2CCCC2 (R)-(1-(4-fluorophenyl)-6-((4-(pyrrolidin-1-yl)phenyl)sulfonyl)-4,4a,5,6,7,8-hexahydro-1H-pyrazolo[3,4-g]isoquinolin-4a-yl)(pyridin-2-yl)methanone